C(C)OC(=O)C=1C=C2CCN(CC2=CC1)C(=O)OC(C)(C)C 3,4-dihydroisoquinoline-2,6(1H)-dicarboxylic acid 2-(tert-butyl) 6-ethyl ester